ClC1=C(N=C2N1C=C(C(=C2)OC(C)C)C(=O)NC2=NC(=CC=C2)C(F)F)C21COC(C2)(C1)C 3-Chloro-N-(6-(difluoromethyl)pyridin-2-yl)-7-isopropoxy-2-(1-methyl-2-oxabicyclo[2.1.1]hexan-4-yl)imidazo[1,2-a]pyridine-6-carboxamide